ClCCCS(=O)(=O)NC1=CC2=C(N=C(S2)Cl)C=C1 3-Chloro-N-(2-chlorobenzo[d]thiazol-6-yl)propane-1-sulfonamide